CC=1C=C(C(=O)NC2=CC(=C(C=C2)C=2CCNCC2)C)C=CC1C=1CCNCC1 3-methyl-N-(3-methyl-4-(1,2,3,6-tetrahydropyridin-4-yl)phenyl)-4-(1,2,3,6-tetrahydropyridin-4-yl)benzamide